C(CCC)[Si](N[Si](C)(C)CCCC)(C)C 1,3-dibutyl-1,1,3,3-tetramethyldisilazane